(E)-1-(4-((2-bromophenyl)sulfonyl)piperazin-1-yl)-3-(4-hydroxy-3-methoxyphenyl)prop-2-en-1-one BrC1=C(C=CC=C1)S(=O)(=O)N1CCN(CC1)C(\C=C\C1=CC(=C(C=C1)O)OC)=O